OC[C@H]1N(CCC1)C=1N=C(C2=C(N1)CN(CC2)C(=O)OC(C)(C)C)NC=2N=CN(C2)C2=CC(=C(C(=C2)OC)OC)OC (S)-tert-butyl 2-(2-(hydroxymethyl) pyrrolidin-1-yl)-4-((1-(3,4,5-trimethoxyphenyl)-1H-imidazol-4-yl) amino)-5,6-dihydropyrido[3,4-d]pyrimidine-7(8H)-carboxylate